C(C)OC(=O)C1=CN(C2=CC=C(C=C2C1=O)OC1=CC(=CC(=C1)C(F)(F)F)C(F)(F)F)C 6-(((3,5-bis(trifluoromethyl)phenyl))oxy)-1-methyl-4-oxo-1,4-dihydroquinoline-3-carboxylic acid ethyl ester